N1CC=CC=C1 [1H]pyridine